C(C1=CC=CC=C1)(=O)NC1=CC2=C(N=C(S2)NC(=O)C2=CC3=CC=CC=C3C=C2)C=C1 N-(6-benzoylamino-1,3-benzothiazol-2-yl)naphthalene-2-carboxamide